1-(4-chlorophenyl)-N-[(1R,5S)-8-cyano-4-(trifluoromethyl)-8-azabicyclo[3.2.1]octan-2-yl]cyclopropane-1-carboxamide ClC1=CC=C(C=C1)C1(CC1)C(=O)NC1[C@H]2CC[C@@H](C(C1)C(F)(F)F)N2C#N